(4-((4-Methylpiperazin-1-yl)methyl)-3-(trifluoromethyl)phenyl)-5-((6-(4-morpholinopiperidin-1-yl)imidazo[1,2-b]pyridazin-3-yl)ethynyl)nicotinamide CN1CCN(CC1)CC1=C(C=C(C=C1)C1=C(C(=O)N)C=C(C=N1)C#CC1=CN=C2N1N=C(C=C2)N2CCC(CC2)N2CCOCC2)C(F)(F)F